ClC=1C(=NC=CC1C1=CC=CC2=C1NC(=NS2(=O)=O)NCC=2SC(=CN2)C#N)F 2-(((5-(3-chloro-2-fluoropyridin-4-yl)-1,1-dioxido-4H-benzo[e][1,2,4]thiadiazin-3-yl)amino)methyl)thiazole-5-carbonitrile